P(=O)([O-])([O-])[O-].[Cu+2].[Li+] lithium-copper (II) phosphate